N-(3-(difluoromethyl)-1-methyl-1H-pyrazol-5-yl)-2-((3-(trifluoromethyl)phenyl)amino)benzamide FC(C1=NN(C(=C1)NC(C1=C(C=CC=C1)NC1=CC(=CC=C1)C(F)(F)F)=O)C)F